C(C)(C)(C)C1=CC=C(CSC2=C(C=C(C#N)C=C2)C2=NC(=NN2C)C2=C(C=CC=C2)Cl)C=C1 4-((4-(tert-butyl)benzyl)thio)-3-(3-(2-chlorophenyl)-1-methyl-1H-1,2,4-triazol-5-yl)benzonitrile